CC1=C(C=C(C=C1[N+](=O)[O-])C(C(=O)O)C)[N+](=O)[O-] 2-(4-methyl-3,5-dinitrophenyl)propionic acid